6-hydroxy-2-methyl-indazole-7-carboxamide OC=1C=CC2=CN(N=C2C1C(=O)N)C